S1C2=C(C=C1)C=1C=CC=CC1C2 8H-indeno[2,1-b]thiophene